trans-6-chloro-4-((4-(cyclobutyl(4-fluorophenyl)amino)cyclohexyl)(methyl)amino)-1-methyl-2-oxo-1,2-dihydro-1,5-naphthyridine-3-carbonitrile ClC=1N=C2C(=C(C(N(C2=CC1)C)=O)C#N)N(C)[C@@H]1CC[C@H](CC1)N(C1=CC=C(C=C1)F)C1CCC1